2-[3-(trifluoromethyl)-1H-pyrazol-4-yl]ethanol FC(C1=NNC=C1CCO)(F)F